ClC=1C=C(C=CC1N1C(C(=CC1)C)=O)C1=C(C(=CC=C1)C1=CC(=NC=C1)N1CCN(CC1)C(=O)OC(C)(C)C)OC tert-butyl 4-(4-(3'-chloro-2-methoxy-4'-(3-methyl-2-oxo-2,5-dihydro-1H-pyrrol-1-yl)-[1,1'-biphenyl]-3-yl)pyridin-2-yl)piperazine-1-carboxylate